C(C)(=O)NC1=C(C=CC(=C1)NC1=NC=C(C(=N1)C1=CN(C2=CC=CC=C12)C)Cl)N(C(CN(C)C)=O)CC N-(2-acetamido-4-((5-chloro-4-(1-methyl-1H-indol-3-yl)pyrimidin-2-yl)amino)phenyl)-2-(dimethylamino)-N-ethylacetamide